dicyclopentenyloxyethyl acrylate (dicyclopentenyl oxyethyl acrylate) C1(=CCCC1)OC(CC(C(=O)O)=C)OC1=CCCC1.C(C=C)(=O)OCC(OC1=CCCC1)OC1=CCCC1